ClC1=C(C=C(C=C1)S(=O)(=O)NC=1C(=C(C(=CC1)F)C=1C=C2C=NC(=NC2=CC1)NC(C(C)(C)C)=O)F)C(F)(F)F N-(6-(3-(4-chloro-3-(trifluoromethyl)phenylsulfonamido)-2,6-difluorophenyl)quinazoline-2-yl)pivaloamide